Cl.NC1CCN(CC1)C(=O)C1CC1 (4-Aminopiperidin-1-yl)(cyclopropyl)methanone hydrochloride